C(CCCCCC)C1=C(C=CC2=CC=CC=C12)C1=NC2=C(N1)C=CC=C2 2-(1-heptyl-naphthyl)-1H-benzimidazole